[N+](#[C-])CCC[Si](OCC)(OCC)OCC 3-Isocyanylpropyltriethoxysilane